N7-Methyl-2'-O-[2,2-dimethyl-(R/S)-1-(2-nitrophenyl)propyloxy]methylguanosine C[N+]1=CN([C@H]2[C@H](OCO[C@H](C(C)(C)C)C3=C(C=CC=C3)[N+](=O)[O-])[C@H](O)[C@@H](CO)O2)C=2N=C(NC(C12)=O)N |&1:9|